C(CCCCCCCC)C1=C(C=CC=C1)P(C1=C(C=CC=C1)CCCCCCCCC)C1=C(C=CC=C1)CCCCCCCCC tri(nonylphenyl)phosphine